C(C1=CC=CC=C1)OC(=O)N1CCC(=CC1C1=CC=C(C=C1)C(=O)OC)C=1SC(=CC1)C 6-(4-(methoxycarbonyl)phenyl)-4-(5-methylthiophene-2-yl)-3,6-dihydropyridine-1(2H)-carboxylic acid benzyl ester